C(C)C1=C(C=CC=C1)C1=NC(=CC=C1C1=CC(=CC=C1)OCC(F)(F)F)F 2-(2-ethylphenyl)-6-fluoro-3-(3-(2,2,2-trifluoroethoxy)phenyl)pyridine